CN1C2=C(OC[C@@H](C1=O)NC(C(=O)NCCC1=CC=CC=C1)=O)C=CC(=C2)C#CCN2CCNCC2 (S)-N1-(5-methyl-4-oxo-7-(3-(piperazin-1-yl)prop-1-yn-1-yl)-2,3,4,5-tetrahydrobenzo[b][1,4]oxazepin-3-yl)-N2-phenethyloxalamide